C(C1=CC=CC=C1)OC(=O)NC(CO)C1CCN(CC1)C(=O)OC(C)(C)C tert-butyl 4-(1-(((benzyloxy)carbonyl)amino)-2-hydroxyethyl)piperidine-1-carboxylate